(S,E)-(4-(1-(4-(2-(4-((1-(2-(2,6-dioxopiperidin-3-yl)-1-oxoisoindolin-5-yl)piperidin-4-yl)methyl)piperazin-1-yl)ethoxy)phenyl)-2-phenylbut-1-en-1-yl)phenyl)boronic acid O=C1NC(CC[C@@H]1N1C(C2=CC=C(C=C2C1)N1CCC(CC1)CN1CCN(CC1)CCOC1=CC=C(C=C1)\C(=C(/CC)\C1=CC=CC=C1)\C1=CC=C(C=C1)B(O)O)=O)=O